N-[1,4,8,11-tetraazacyclotetradecanyl-1,4-phenylenebis(methylene)]-4-(aminomethyl)pyridine C1CNCCNCCCN(CCNC1)CC2=CC=C(C=C2)CNCC3=CC=NC=C3